C(C)(C)C1=C(C=CC=C1)C1=NC(=NC(=C1)SC)NS(=O)(=O)C=1C=NN(C1)C N-[4-(2-isopropylphenyl)-6-methylsulfanyl-pyrimidin-2-yl]-1-methyl-pyrazole-4-sulfonamide